C1(CCCC1)N1C(N(C(C1=O)C(C)C)C=1N=C2N(CCOC3=C2C=CC(=C3)N3[C@@H](CCC3)C(=O)N)C1)=O (2S)-1-(2-(3-cyclopentyl-5-isopropyl-2,4-dioxoimidazolidin-1-yl)-5,6-dihydrobenzo[f]imidazo[1,2-d][1,4]oxazepin-9-yl)pyrrolidine-2-carboxamide